N,N-dimethyldithiocarbamic acid-(3-sulfopropyl) ester S(=O)(=O)(O)CCCSC(N(C)C)=S